tertbutyl diethylphosphonoacetate C(C)OP(=O)(OCC)CC(=O)OC(C)(C)C